N[C@H]1CN(CC1)C1=C(C=CC(=N1)N1CC=2C(=NC=CC2C1=O)C1=C(C=CC=C1OC)F)C=1C=NN(C1)C 2-(6-((R)-3-aminopyrrolidin-1-yl)-5-(1-methyl-1H-pyrazol-4-yl)pyridin-2-yl)-4-(2-fluoro-6-methoxyphenyl)-2,3-dihydro-1H-pyrrolo[3,4-c]pyridin-1-one